[Cl-].C(CCCCCCCC)[N+]1=CC(=CC=C1)CCC 1-Nonyl-3-propylpyridinium chlorid